(Z)-N-(2-hydroxy-3-(piperidin-1-yl)propoxy)nicotinimidate 1-oxide OC(CO\N=C(\C1=C[N+](=CC=C1)[O-])/[O-])CN1CCCCC1